BrC=1C=C(C=C(C1)Cl)NC(NC1=C(C(=O)NCCN)C=CC(=C1)OC(F)(F)F)=O 2-[3-(3-bromo-5-chlorophenyl)ureido]-4-trifluoromethoxy-N-(2-amino-ethyl)benzamide